FC=1C=C(C(=O)NCC2CCC(CC2)N2N=C3C=C(C=CC3=C2)C=2C=NN(C2C(F)(F)F)C)C=C(C1O)F 3,5-difluoro-4-hydroxy-N-{[(1r,4r)-4-{6-[1-methyl-5-(trifluoromethyl)-1H-pyrazol-4-yl]-2H-indazol-2-yl}cyclohexyl]methyl}benzamide